ClC1=NC(=C2N=CN(C2=N1)C)N1CC2CCC(C1)N2C(=O)OC(C)(C)C tert-butyl 3-(2-chloro-9-methyl-9H-purin-6-yl)-3,8-diazabicyclo[3.2.1]octane-8-carboxylate